4-(2-amino-5-(1-benzyl-1H-pyrazol-4-yl)-4-oxo-4,7-dihydro-3H-pyrrolo[2,3-d]pyrimidin-6-yl)-N,N-dimethylbenzenesulfonamide NC=1NC(C2=C(N1)NC(=C2C=2C=NN(C2)CC2=CC=CC=C2)C2=CC=C(C=C2)S(=O)(=O)N(C)C)=O